2,2,2-trifluoroethyl (S)-4-(7-(4-cyanopyridin-2-yl)-5-cyclopropyl-7H-pyrrolo[2,3-d]pyrimidin-4-yl)-3-methylpiperazine-1-carboxylate C(#N)C1=CC(=NC=C1)N1C=C(C2=C1N=CN=C2N2[C@H](CN(CC2)C(=O)OCC(F)(F)F)C)C2CC2